N-(4-(4-(4-Cyanophenyl)piperazin-1-yl)phenyl)-4-(2-(2-fluoroethoxy)ethoxy)benzamid C(#N)C1=CC=C(C=C1)N1CCN(CC1)C1=CC=C(C=C1)NC(C1=CC=C(C=C1)OCCOCCF)=O